CNC1=C(C=CC=C1)C1=C(C=CC=C1)[Pd] [2'-(methylamino)-2-biphenylyl]palladium